2-azabicyclo[2.2.2]Octane-2-carboxylic acid tert-butyl ester C(C)(C)(C)OC(=O)N1C2CCC(C1)CC2